3-(3-Fluoro-4-(4-(2-fluoro-4-(4,4,5,5-tetramethyl-1,3,2-dioxaborolan-2-yl)phenyl)piperidin-1-yl)phenyl)piperidine-2,6-dione FC=1C=C(C=CC1N1CCC(CC1)C1=C(C=C(C=C1)B1OC(C(O1)(C)C)(C)C)F)C1C(NC(CC1)=O)=O